(R)-5-(hydroxymethyl)-2,2-dimethylpyrrolidine-1-carboxylic acid tert-butyl ester C(C)(C)(C)OC(=O)N1C(CC[C@@H]1CO)(C)C